P(=O)(OC1=C2C(=CNC2=CC=C1)CCNC)(O)O [3-[2-(methylamino) ethyl]-1H-indol-4-yl] dihydrogen phosphate